C(CCCCCCC)N1N=C2C(=N1)C=CC=C2 2-(octyl)-2H-benzotriazole